C(C)(C)(C)OC(=O)N[C@]1(CN(CC1)CC1=CC(=NC=C1)C(=O)O)C 4-{[(3R)-3-{[(tert-butoxy)carbonyl]amino}-3-methylpyrrolidin-1-yl]methyl}pyridine-2-carboxylic acid